1-[4-(dimethylamino)cyclohexyl]-3-(2-fluoro-6-methyl-phenyl)-7-(methylamino)-4H-pyrido[4,3-d]pyrimidin-2-one CN(C1CCC(CC1)N1C(N(CC2=C1C=C(N=C2)NC)C2=C(C=CC=C2C)F)=O)C